CN1N=NC(=C1)C1C(=CN=C(CS1)C(=O)O)C=O 7-(1-methyl-1,2,3-triazol-4-yl)-6-formyl-2,7-dihydro-[1,4]thiazepine-3-carboxylic acid